C(CCC\C=C/C\C=C/C\C=C/C\C=C/CCCCC)(=O)OCCCCCCCC\C=C/CCCC myristoleyl arachidonate